C(C)C1C(=CC2=CC=CC=C12)[Zr]C=1C(C2=CC=CC=C2C1)CC Bis(1-ethylindenyl)zirconium